C(C)N1C(NC2=CC(=CC=C2C1=S)CN1CCC(CC1)C=1C=CC(=NC1C)C(=O)NC)=O 5-(1-((3-ethyl-2-oxo-4-thioxo-1,2,3,4-tetrahydroquinazolin-7-yl)methyl)piperidin-4-yl)-N,6-dimethylpicolinamide